(S)-6-((benzo[d]thiazol-7-yl(1H-1,2,3-triazol-4-yl)methyl)amino)-8-chloro-4-((5,6-difluoropyridin-3-yl)amino)quinoline-3-carbonitrile S1C=NC2=C1C(=CC=C2)[C@@H](C=2N=NNC2)NC=2C=C1C(=C(C=NC1=C(C2)Cl)C#N)NC=2C=NC(=C(C2)F)F